C(C)(SC1CN(CC1)C=1C2=C(N=C(N1)C(C1=CC=CC=C1)(F)F)N(N=N2)CC2=NON=C2C)=O S-(1-(5-(Difluoro(phenyl)methyl)-3-((4-methyl-1,2,5-oxadiazol-3-yl)methyl)-3H-[1,2,3]triazolo[4,5-d]pyrimidin-7-yl)pyrrolidin-3-yl) ethanethioate